BrC1=CC=2N=C(NC(C2S1)=O)CCC1(CC1)NC(OCC[Si](C)(C)C)=O 2-(trimethylsilyl)ethyl {1-[2-(6-bromo-4-oxo-3,4-dihydrothieno[3,2-d]pyrimidin-2-yl)ethyl]cyclopropyl}carbamate